C(C)(C)(C)C=1C=C(C=2CC3=CC=C(C=C3C2C1)C(C)(C)C)[Zr](C)C 3,6-di-tert-butylfluorenyldimethylzirconium